2-((4,4-dimethylpiperidin-1-yl)methyl)-6-((4-(5-(pyrrolidin-1-yl)pyridin-3-yl)-1H-1,2,3-triazol-1-yl)methyl)-1H-indole CC1(CCN(CC1)CC=1NC2=CC(=CC=C2C1)CN1N=NC(=C1)C=1C=NC=C(C1)N1CCCC1)C